NC=1SC(=C(N1)C=1C=C(C#N)C=CC1)C1=CN=NC(=C1)C 3-[2-amino-5-(6-methylpyridazin-4-yl)thiazol-4-yl]benzonitrile